P1(OC2=C(C=C(C=C2C(C)(C)C)C(C)(C)C)CC2=C(C(=CC(=C2)C(C)(C)C)C(C)(C)C)O1)[O-] 2,2'-methylenebis(4,6-di-t-butylphenyl) phosphite